Tert-butyl (R)-(1-hydroxy-2-methylhexane-2-yl)carbamate OC[C@](CCCC)(C)NC(OC(C)(C)C)=O